ClC=1C(=C(C=CC1)NC1=C(NC2=C1C(NCC2)=O)C2=C(C=NC=C2)C#C[C@@H](C)NC(C=C)=O)OC N-[(2R)-4-(4-{3-[(3-chloro-2-methoxyphenyl)amino]-4-oxo-1H,5H,6H,7H-pyrrolo[3,2-c]pyridin-2-yl}pyridin-3-yl)but-3-yn-2-yl]prop-2-enamide